C1(=CC=C(C=C1)N(C1=CC=CC=2C(C3=CC=CC=C3C12)(C1=CC=CC=C1)C1=CC=CC=C1)C1=CC=C(C=C1)C1=CC=CC=C1)C1=CC=CC=C1 bis-biphenyl-4-yl-(9,9-diphenyl-9H-fluoren-4-yl)-amine